(S)-2-((4-(2-(4-chloro-2-fluorophenyl)-2-methylbenzo[d][1,3]dioxol-4-yl)piperidin-1-yl)methyl)-N-cyclopentyl-5-(5-(trifluoromethyl)-4H-1,2,4-triazol-3-yl)pyridin-3-amine ClC1=CC(=C(C=C1)[C@@]1(OC2=C(O1)C=CC=C2C2CCN(CC2)CC2=NC=C(C=C2NC2CCCC2)C2=NN=C(N2)C(F)(F)F)C)F